CC(C)C(C(=O)NC(=O)N)Br The molecule is an N-acylurea that is urea in which one of the hydrogens is replaced by a 2-bromo-3-methybutanoyl group. It is a N-acylurea and an organobromine compound.